ClC1=CC2=C(N(C(C(N2C)=O)=O)C2CCN(CC2)CC2=C3N=CC=NC3=CC=C2)N=C1 7-chloro-1-methyl-4-(1-(quinoxalin-5-ylmethyl)piperidin-4-yl)-1,4-dihydropyrido[2,3-b]pyrazine-2,3-dione